OC=1C=C(C=CC1)NC1=NC=CC(=N1)N N2-(3-hydroxyphenyl)-2,4-pyrimidinediamine